[V].[Nb].[Zr] zirconium-niobium-vanadium